Bis(iso-propylamino)dimethylsilan C(C)(C)N[Si](C)(C)NC(C)C